anti-bisphenol a OC1=CC=C(C=C1)C(C)(C)C1=CC=C(C=C1)O